bis(triphenylphosphine) ammonium trifluoroacetate FC(C(=O)[O-])(F)F.[NH4+].C1(=CC=CC=C1)P(C1=CC=CC=C1)C1=CC=CC=C1.C1(=CC=CC=C1)P(C1=CC=CC=C1)C1=CC=CC=C1